N-Methyl-N-{2-[5-(1-methyl-2-oxo-1,2,3,4-tetrahydro-quinolin-6-yl)-pyridin-3-yloxy]-ethyl}-propionamide CN(C(CC)=O)CCOC=1C=NC=C(C1)C=1C=C2CCC(N(C2=CC1)C)=O